2-((6-methoxy-2-methyl-1,2,3,4-tetrahydroisoquinolin-7-yl)amino)-5-(trifluoromethyl)pyrimidin COC=1C=C2CCN(CC2=CC1NC1=NC=C(C=N1)C(F)(F)F)C